2-(2-methyl-5-nitro-1H-imidazol-1-yl)ethyl 5-(1,2-dithiolan-3-yl)pentanoate S1SC(CC1)CCCCC(=O)OCCN1C(=NC=C1[N+](=O)[O-])C